(2R,5S)-5-(4-chlorobenzyl)-N-(1,5-dimethyl-1H-pyrazol-3-yl)-4-(4-(4,5-dimethylthiazol-2-yl)cyclohexyl)morpholine-2-carboxamide hydrochloride Cl.ClC1=CC=C(C[C@H]2CO[C@H](CN2C2CCC(CC2)C=2SC(=C(N2)C)C)C(=O)NC2=NN(C(=C2)C)C)C=C1